CS(=O)(=O)OC1C(N(C=2N(C1)N=C(C2)C2=C(C=NN2C(C)C)Cl)CC2=CC=C(C=C2)C=2N(C=C(N2)C(F)(F)F)CC)=O 2-(4-chloro-1-isopropyl-1H-pyrazol-5-yl)-4-(4-(1-ethyl-4-(trifluoromethyl)-1H-imidazol-2-yl)benzyl)-5-oxo-4,5,6,7-tetrahydropyrazolo[1,5-a]pyrimidin-6-yl methanesulfonate